CN1C=C(C=C(C1=O)C)C1=CC(=C(C=O)C(=C1)OC)OC 4-(1,5-dimethyl-6-oxo-1,6-dihydro-pyridin-3-yl)-2,6-dimethoxy-benzaldehyde